C1=CC=CC=2S(C3=C(C21)C=CC=C3)(=O)=O dibenzothiophen 5,5-dioxide